methyl (2R,4S)-1-benzoyl-4-hydroxy-pyrrolidine-2-carboxylate C(C1=CC=CC=C1)(=O)N1[C@H](C[C@@H](C1)O)C(=O)OC